6-{(2,3-dioleoyl-propyl)amino}-6-oxohexanoic acid C(CCCCCCC\C=C/CCCCCCCC)(=O)C(CNC(CCCCC(=O)O)=O)CC(CCCCCCC\C=C/CCCCCCCC)=O